N1CCC(=CC1)C1=C2C(=NC=C1C(F)(F)F)NC=C2 4-(1,2,3,6-tetrahydropyridin-4-yl)-5-(trifluoromethyl)-1H-pyrrolo[2,3-b]pyridine